3-(2-Imino-3-methyl-8-(2-oxoindol-5-yl)-2,3-dihydro-1H-imidazo[4,5-c]quinolin-1-yl)-4-methylbenzonitrile N=C1N(C2=C(C=NC=3C=CC(=CC23)C2=CC3=CC(N=C3C=C2)=O)N1C)C=1C=C(C#N)C=CC1C